Cl.C(C)N(CCNC(=O)C1=CC=CN2C1=NC=1C3=C(C=CC1C2=O)C=CC=C3)C N-(2-(ethyl(methyl)amino)ethyl)-7-oxo-7H-benzo[h]pyrido[2,1-b]quinazoline-12-carboxamide hydrochloride